C(C)C=1C(=NN(C1)C)C=1C=C(C(=O)OC)C=C(C1)F methyl 3-(4-ethyl-1-methyl-1H-pyrazol-3-yl)-5-fluorobenzoate